(S,E)-methyl 6-(4-(hydroxymethyl)-1,2,3-thiadiazole-5-carboxamido)-7-(1-(2-(2-adamantylamino)-2-oxoethyl)-2-oxo-1,2-dihydropyridin-3-ylamino)-7-oxohept-2-enoate OCC=1N=NSC1C(=O)N[C@@H](CC/C=C/C(=O)OC)C(=O)NC=1C(N(C=CC1)CC(=O)NC1C2CC3CC(CC1C3)C2)=O